Tertiary hexyl peroxybenzoate C(C1=CC=CC=C1)(=O)OOC(C)(C)CCC